1,2,3,4-tetrahydroisoquinoline-4-carboxylic acid C1NCC(C2=CC=CC=C12)C(=O)O